6-(5-bromo-6-fluoro-1H-indazol-4-yl)imidazo[1,2-a]pyridin BrC=1C(=C2C=NNC2=CC1F)C=1C=CC=2N(C1)C=CN2